2-[4-cyclopropyl-2-(trifluoromethyl)phenyl]-5-(4-ethylpiperazin-1-yl)-3,6-dihydro-1H-triazolo[4,5-d]pyrimidin-7-one C1(CC1)C1=CC(=C(C=C1)N1NC2=C(N=C(NC2=O)N2CCN(CC2)CC)N1)C(F)(F)F